NC(C(=O)O)C1CCC1 amino(cyclobutyl)acetic acid